[Zn].[Mn].NC(=O)N.NC(=O)N diurea manganese zinc